1,3,4-tri-O-benzyl-2-N-butyryl-D-glucosamine C(C1=CC=CC=C1)OC1[C@H](NC(CCC)=O)[C@@H](OCC2=CC=CC=C2)[C@H](OCC2=CC=CC=C2)[C@H](O1)CO